2-chloro-N-(4-chlorobenzoyl)acetamide methyl-acetate formate C(=O)O.COC(C)=O.ClCC(=O)NC(C1=CC=C(C=C1)Cl)=O